C(\C=C(/C)\CCC=C(C)C)C/C(=C/CC/C(=C/CC=CC(C)=C)/C)/C (geranylgeranyl)isoprene